4-[(E)-[(5,7-dimethoxy-1,1-dioxo-1,2-benzothiazol-3-yl)-(2-hydroxyethyl)hydrazono]methyl]-2-methoxy-phenol COC=1C=C(C2=C(C(=NS2(=O)=O)N(\N=C\C2=CC(=C(C=C2)O)OC)CCO)C1)OC